furan-3-yl 3-(2-acetoxy-4,6-dimethylphenyl)-3-methylbutanoate C(C)(=O)OC1=C(C(=CC(=C1)C)C)C(CC(=O)OC1=COC=C1)(C)C